(2R)-N-(4-(tert-butyl)phenyl)-1-cyano-N-(2-(3-fluoroazetidin-1-yl)-2-oxo-1-(pyridin-3-yl)ethyl)pyrrolidine-2-carboxamide C(C)(C)(C)C1=CC=C(C=C1)N(C(=O)[C@@H]1N(CCC1)C#N)C(C(=O)N1CC(C1)F)C=1C=NC=CC1